2-(6-bromo-8-chloro-imidazo[1,5-a]pyridin-3-yl)thiazole-5-carbaldehyde BrC=1C=C(C=2N(C1)C(=NC2)C=2SC(=CN2)C=O)Cl